ClC1=CC(=C(C=C1)NC(C1=CC(=CC=C1)CN1CCC(CC1)N1CCCCC1)=O)C(=O)C=1C=NN(C1)C1=CC(=C(C=C1)Cl)C(F)(F)F N-[4-Chloro-2-[1-[4-chloro-3-(trifluoromethyl)phenyl]pyrazole-4-carbonyl]phenyl]-3-[(4-piperidin-1-ylpiperidin-1-yl)methyl]benzamide